8-(tert-butylsulfanyl)-3-(trifluoromethyl)quinoline C(C)(C)(C)SC=1C=CC=C2C=C(C=NC12)C(F)(F)F